C(C)(C)(C)OC(NCCOC1=CC(=C(C=C1)N)Cl)=O 2-(4-amino-3-chlorophenoxy)ethylcarbamic acid tert-butyl ester